C(C)(C)(C)C=1SC(=C(N1)C=1C(=C(N)C=CC1)F)C1=NC(=NC=C1)Cl 3-[2-tert-butyl-5-(2-chloropyrimidin-4-yl)-1,3-thiazol-4-yl]-2-fluoroaniline